(R)-N-(1-(2,3-dihydroxy-2-methylpropyl)-3-(5-fluoro-2-methoxyphenyl)-1H-pyrazol-4-yl)pyrazolo[1,5-a]pyrimidine-3-carboxamide O[C@](CN1N=C(C(=C1)NC(=O)C=1C=NN2C1N=CC=C2)C2=C(C=CC(=C2)F)OC)(CO)C